N1=CN=C2CCCC3C2=C1N1C(O3)CCCC1 6,6a,7,8,9,10-hexahydro-5H-pyrido[1',2':5,6][1,5]oxazino[4,3,2-de]quinazoline